C(=C)[N-]CCCC N-vinyl-normalbutylamide